N-((1R,4R)-4-(4-(cyclopentylmethyl)piperazin-1-yl)cyclohexyl)-1-isopropyl-1H-[1,2,3]triazolo[4,5-h]quinazolin-8-amine C1(CCCC1)CN1CCN(CC1)C1CCC(CC1)NC1=NC=2C3=C(C=CC2C=N1)N=NN3C(C)C